10-bromo-4,6,8-trimethylundecylpropoxymethyl ether BrC(CC(CC(CC(CCCC(OCCC)OC(CCCC(CC(CC(CC(C)Br)C)C)C)OCCC)C)C)C)C